β-aminopropyl-triethoxysilane tert-butyl-7-(5-iodo-7-tosyl-7H-pyrrolo[2,3-d]pyrimidin-4-yl)-4,7-diazaspiro[2.5]octane-4-carboxylate C(C)(C)(C)OC(=O)N1C2(CC2)CN(CC1)C=1C2=C(N=CN1)N(C=C2I)S(=O)(=O)C2=CC=C(C)C=C2.NC(C[Si](OCC)(OCC)OCC)C